COC1=CC(=C2C=CC3=C(C=C(C4=C3C2=C1C=C4)S(=O)(=O)O)S(=O)(=O)O)S(=O)(=O)O The molecule is an arenesulfonic acid consisting of pyrene methoxy-substituted at C-8 and substituted at C-1, -3 and 6 by sulfonic acid groups. It is a conjugate acid of an 8-methoxypyrene-1,3,6-trisulfonate. It derives from a hydride of a pyrene.